5-(aminomethyl)-N-(3-((tert-butyldimethylsilyl)oxy)cyclohexyl)-N-methylpyridin-2-amine NCC=1C=CC(=NC1)N(C)C1CC(CCC1)O[Si](C)(C)C(C)(C)C